ClC1=CC(=C(C(=O)O)C=C1)NC(C)=O 4-Chloro-2-acetamidobenzoic acid